3-(2-ethyl-1H-imidazol-1-yl)propanamide C(C)C=1N(C=CN1)CCC(=O)N